3a,5a-dihydroxy-7β,19-epoxy-cholestan-6-one O[C@H]1C[C@@]2(C([C@H]3[C@H]4[C@@H]5CC[C@H]([C@@H](CCCC(C)C)C)[C@]5(CC[C@@H]4[C@]2(CC1)CO3)C)=O)O